4-nitro-3-(2,2,2-trifluoroethoxy)-1H-pyrazole [N+](=O)([O-])C=1C(=NNC1)OCC(F)(F)F